C(C1=CC=CC=C1)OC(=O)N[C@H](C(=O)[O-])CCC1=CC(=C(C=C1)C(F)(F)F)OC (S)-2-(((benzyloxy)carbonyl)amino)-4-(3-methoxy-4-(trifluoromethyl)phenyl)butanoate